N=1C=CN2N=C(C=CC21)C=2C=CN1N=C(N=CC12)NC1CC(C1)N(C)C N1-(5-(imidazo[1,2-b]pyridazin-6-yl)pyrrolo[2,1-f][1,2,4]triazin-2-yl)-N3,N3-dimethylcyclobutane-1,3-diamine